N1(CCC1)CC1(CC1)NC(C(C)C1=C(C=CC=C1)C)=O N-(1-(azetidin-1-ylmethyl)cyclopropyl)-2-(o-tolyl)propanamide